ClC=1C(=C(NC=2C3=C(N=CN2)C=NC(=C3)NCCCNC(OC(C)(C)C)=O)C=CC1)F tert-butyl N-[3-[[4-(3-chloro-2-fluoro-anilino)pyrido[3,4-d]pyrimidin-6-yl]amino]propyl]carbamate